C(C)(C)(C)C=1N(C=CN1)CC1=C(C=C(C=C1)CC(C)C)C1=CC=CC=C1 ((2-(tert-butyl)-1H-imidazol-1-yl)methyl)-5-isobutyl-[1,1'-biphenyl]